n-Heptyl Cyanoacrylate C(#N)C(C(=O)OCCCCCCC)=C